pentadienone oxime CC(C=C=C)=NO